4-(4-((1R,5S)-3,8-diazabicyclo[3.2.1]octan-3-yl)-8-fluoro-2-(pyridin-3-ylmethoxy)pyrido[4,3-d]pyrimidin-7-yl)naphthalen-2-ol [C@H]12CN(C[C@H](CC1)N2)C=2C1=C(N=C(N2)OCC=2C=NC=CC2)C(=C(N=C1)C1=CC(=CC2=CC=CC=C12)O)F